C(CCCC=1C(=CC(=C(C1)C(C)(C)C)O)C)C=1C(=CC(=C(C1)C(C)(C)C)O)C 4,4'-butylenebis(6-tert-butyl-m-cresol)